The molecule is the ester formed between N-hydroxysuccinimide and (4-hydroxy-3-nitrophenyl)acetic acid. It has a role as a hapten. It is a N-hydroxysuccinimide ester and a member of 2-nitrophenols. It contains a (4-hydroxy-3-nitrophenyl)acetyl group. It derives from a (4-hydroxy-3-nitrophenyl)acetic acid. C1CC(=O)N(C1=O)OC(=O)CC2=CC(=C(C=C2)O)[N+](=O)[O-]